1-((2-bromo-4,5-dimethylbenzo[d]thiazol-6-yl)oxy)-2-methylpropan-2-ol BrC=1SC2=C(N1)C(=C(C(=C2)OCC(C)(O)C)C)C